2-(Methylamino)ethan-1-ol CNCCO